1-(6-amino-7-chloro-1,2,3,4-tetrahydroisoquinolin-2-yl)-2,2,2-trifluoroethan-1-one NC=1C=C2CCN(CC2=CC1Cl)C(C(F)(F)F)=O